2-oxo-2,3-dihydrobenzo[d]oxazol-7-carboxylic acid O=C1OC2=C(N1)C=CC=C2C(=O)O